2-Amino-N-[4-fluoro-2-methyl-5-[(5-methylsulfonylpyridin-2-yl)carbamoyl]phenyl]-1,3-thiazole-5-carboxamide NC=1SC(=CN1)C(=O)NC1=C(C=C(C(=C1)C(NC1=NC=C(C=C1)S(=O)(=O)C)=O)F)C